5-methoxy-5,6,7,8-tetrahydronaphthalen-2-ol COC1C=2C=CC(=CC2CCC1)O